cyclopropyl-(4,6-dichloropyrimidin-5-yl)methanone C1(CC1)C(=O)C=1C(=NC=NC1Cl)Cl